1-{[3-Bromo-5-(3,3,3-trifluoropropoxy)phenyl]carbonyl}-4-{5-methyl-[1,3]oxazolo[4,5-b]pyridin-2-yl}piperazine BrC=1C=C(C=C(C1)OCCC(F)(F)F)C(=O)N1CCN(CC1)C=1OC=2C(=NC(=CC2)C)N1